FC=1C=C(C=CC1F)C=1C=C(C=NC1)OC1=CC(=C(C=C1)N1CCC2(CCN(CC2)C(=O)OC(C)(C)C)CC1)S(=O)(=O)C tert-butyl 9-(4-((5-(3,4-difluorophenyl) pyridin-3-yl) oxy)-2-(methylsulfonyl) phenyl)-3,9-diazaspiro[5.5]undecane-3-carboxylate